C(C)OC(=O)CC1=CC=C(CS(=O)(=O)NNC2CCCCC2)C=C1 4-ethoxycarbonylmethyl-N-cyclohexyl-N'-toluenesulfonyl-hydrazine